(S)-1-(3-chloro-4-methoxyphenyl)-5-(5-(3,5-dimethylisoxazol-4-yl)-1-((1r,4S)-4-hydroxycyclohexyl)-1H-benzo[d]imidazol-2-yl)pyrrolidin-2-one ClC=1C=C(C=CC1OC)N1C(CC[C@H]1C1=NC2=C(N1C1CCC(CC1)O)C=CC(=C2)C=2C(=NOC2C)C)=O